methyl 3-(5-(4-morpholinophenyl)-1H-imidazol-2-yl)-1H-indazole-5-carboxylate O1CCN(CC1)C1=CC=C(C=C1)C1=CN=C(N1)C1=NNC2=CC=C(C=C12)C(=O)OC